2,3-dimethylfumaric acid C/C(/C(=O)O)=C(\C(=O)O)/C